2-(Bis(t-butoxycarbonyl)amino)-1-(3-methoxy-2,6-dimethylphenyl)-5,6-dimethyl-1H-pyrrolo[2,3-b]pyridine-3-carboxylic acid C(C)(C)(C)OC(=O)N(C1=C(C=2C(=NC(=C(C2)C)C)N1C1=C(C(=CC=C1C)OC)C)C(=O)O)C(=O)OC(C)(C)C